2-((4-((5-cyclopropyl-1H-pyrazol-3-yl)amino)quinazolin-2-yl)amino)ethan-1-ol hydrochloride Cl.C1(CC1)C1=CC(=NN1)NC1=NC(=NC2=CC=CC=C12)NCCO